1-(2-aminoethyl)ethane NCCCC